O1CCC(=CC1)C1=CC=C(C=C1)S(=O)(=O)NCCN1CCC(CC1)CN1N=NC(=C1)C1=C(NC2=CC=C(C=C12)F)C(=O)OCC(C)C isobutyl 3-(1-((1-(2-((4-(3,6-dihydro-2H-pyran-4-yl)phenyl)sulfonamido)ethyl)piperidin-4-yl)methyl)-1H-1,2,3-triazol-4-yl)-5-fluoro-1H-indole-2-carboxylate